Dimethyl heptane-1,4-dicarboxylate C(CCC(CCC)C(=O)OC)C(=O)OC